(S)-N-((S)-3-(3-chloro-4-hydroxyphenyl)-2-(dimethylamino)propyl)-3-cyclopropyl-3-(pyridin-4-yl)propanamide ClC=1C=C(C=CC1O)C[C@@H](CNC(C[C@H](C1=CC=NC=C1)C1CC1)=O)N(C)C